6-Chloro-1-(4-chloro-6-(2-propanyl)-5-pyrimidinyl)-7-(2-fluorophenyl)-4-((2S)-2-methyl-4-(2-propenoyl)-1-piperazinyl)pyrido[2,3-d]pyrimidin-2(1H)-one ClC1=CC2=C(N(C(N=C2N2[C@H](CN(CC2)C(C=C)=O)C)=O)C=2C(=NC=NC2C(C)C)Cl)N=C1C1=C(C=CC=C1)F